(S)-2-(4-(5-chloro-6-((4-cyanobenzyl)oxy)pyridin-2-yl)-2,5-difluorobenzyl)-1-(4,4-dimethyltetrahydrofuran-3-yl)-1H-benzo[d]imidazole-6-carboxylic acid ClC=1C=CC(=NC1OCC1=CC=C(C=C1)C#N)C1=CC(=C(CC2=NC3=C(N2[C@@H]2COCC2(C)C)C=C(C=C3)C(=O)O)C=C1F)F